CC=1C=CC2=C(N=CN=C2C23CC(C2)(C3)C(F)(F)F)N1 7-methyl-4-[3-(trifluoromethyl)-1-bicyclo[1.1.1]pentanyl]pyrido[2,3-d]pyrimidine